2-Fluoro-9-isopropyl-N-((3S,5R)-5-methylpyrrolidin-3-yl)-9H-purin-6-amine FC1=NC(=C2N=CN(C2=N1)C(C)C)N[C@@H]1CN[C@@H](C1)C